tert-butyl 2-((8-bromo-3,7-dimethyl-2,6-dioxo-2,3,6,7-tetrahydro-1H-purin-1-yl)methyl)-1H-indole-1-carboxylate BrC1=NC=2N(C(N(C(C2N1C)=O)CC=1N(C2=CC=CC=C2C1)C(=O)OC(C)(C)C)=O)C